(R)-3-methyl-5-(4-((3-(4-methyl-1-oxo-1,3-dihydroisobenzofuran-5-yl)-5-oxo-piperazin-1-yl)methyl)-1H-1,2,3-triazol-1-yl)benzo[d]oxazol-2(3H)-one CN1C(OC2=C1C=C(C=C2)N2N=NC(=C2)CN2C[C@H](NC(C2)=O)C=2C(=C1COC(C1=CC2)=O)C)=O